2',7-dimethyl-1-(6-{2-oxa-6-azaspiro[3.3]heptan-6-yl}pyridin-3-yl)-1H,2'H-3,4'-biindazole CN1N=C2C=CC=C(C2=C1)C1=NN(C2=C(C=CC=C12)C)C=1C=NC(=CC1)N1CC2(COC2)C1